ClC=1C=C2C=C(NC2=CC1OCC1=NC(=CC=C1)F)CNC(C)=O N-((5-chloro-6-((6-fluoropyridin-2-yl)methoxy)-1H-indol-2-yl)methyl)acetamide